nonen C=CCCCCCCC